ClC=1C(=C(C=CC1F)[C@H](NC(=O)[C@@H]1CNC(O1)=O)[C@@H]1C[C@H](C1)C(F)(F)F)F |o1:8| (S)-N-((R or S)-(3-chloro-2,4-difluorophenyl)((trans)-3-(trifluoromethyl)cyclobutyl)-methyl)-2-oxooxazolidine-5-carboxamide